tert-butyl 5-bromo-4-((6-cyano-2H-pyrazolo[3,4-b]pyridin-2-yl)methyl)-7-methyl-1H-indole-1-carboxylate BrC=1C(=C2C=CN(C2=C(C1)C)C(=O)OC(C)(C)C)CN1N=C2N=C(C=CC2=C1)C#N